BrC1=C(C=C2C(=C(C(=NC2=C1F)SC)I)NC12N(CC(C1)C2)C(=O)[O-])C (7-bromo-8-fluoro-3-iodo-6-methyl-2-(methylthio)quinolin-4-yl)amino-2-azabicyclo[2.1.1]hexane-2-carboxylate